CC1CCC2=CC=C(C=C12)C 1,6-dimethyl-2,3-dihydro-1H-indene